O1C(CCCC1)OC1=CC2=C(N=CO2)C=C1 6-(tetrahydro-2H-pyran-2-yloxy)benzoxazol